ClC=1C=C(C=C(C1)C#N)N(C(=O)C1OC(C(C(C1OC)N1N=NC(=C1)C1=CC(=CC=C1)F)O)CO)[C@@H]1[C@H](CCC1)O N-(3-chloro-5-cyanophenyl)-4-(4-(3-fluorophenyl)-1H-1,2,3-triazol-1-yl)-5-hydroxy-N-((1S,2S)-2-hydroxycyclopentyl)-6-(hydroxymethyl)-3-methoxytetrahydro-2H-pyran-2-carboxamide